FC(C1=NN(C(=C1)C)CC(=O)N1CCC(CC1)C1=CC(=NC=C1)C(=O)NC1CCCC2=CC=CC=C12)F 4-[1-[2-[3-difluoromethyl-5-methyl-pyrazol-1-yl]acetyl]-4-piperidinyl]-N-tetrahydronaphthalen-1-yl-pyridine-2-carboxamide